N1C(=CC2=CC=CC=C12)CC(=O)O.C(C)(=O)O.N1C=CC2=CC=CC=C12 indole acetate (indolacetate)